2,6-bis(1-methylethyl)phenylamine CC(C)C1=C(C(=CC=C1)C(C)C)N